NC1=NC=CC=C1S(=O)(=O)NC(=O)C=1C(=NC(=CC1)C1=C(C(=CC=C1)OC)OC)N1C(C[C@@H](C1)C)(C)C N-[(2-Amino-3-pyridyl)sulfonyl]-6-(2,3-dimethoxyphenyl)-2-[(4S)-2,2,4-trimethylpyrrolidin-1-yl]pyridin-3-carboxamid